C(C)(C)N(P(N(C(C)C)C(C)C)OCCC1=C(C=CC=C1)F)C(C)C N,N,N',N'-tetraisopropyl-1-(2-fluorophenethoxy)phosphanediamine